(dimethylphosphoryl)-2-ethylquinazolin CP(=O)(C)C1=NC(=NC2=CC=CC=C12)CC